methyl 1-[5-[(3R)-3-amino-1,1,4-trioxo-5-[[4-(trifluoromethoxy)phenyl]methyl]-2,3-dihydro-1lambda6,5-benzothiazepin-7-yl]-1,3,4-oxadiazol-2-yl]-3-azabicyclo[3.1.1]heptane-3-carboxylate N[C@H]1CS(C2=C(N(C1=O)CC1=CC=C(C=C1)OC(F)(F)F)C=C(C=C2)C2=NN=C(O2)C21CN(CC(C2)C1)C(=O)OC)(=O)=O